C(C(C([2H])[2H])([2H])[2H])(S(=O)(=O)[O-])([2H])[2H] 1-propane-1,1,2,2,3,3-d6-sulfonate